(2E)-3-[4-(4-amino-5-{3-fluoro-4-[(4-methylpyrimidin-2-yl)oxy]phenyl}-7-methyl-7H-pyrrolo[2,3-d]pyrimidin-6-yl)-3-methylphenyl]-2-cyano-N-methylprop-2-enamide NC=1C2=C(N=CN1)N(C(=C2C2=CC(=C(C=C2)OC2=NC=CC(=N2)C)F)C2=C(C=C(C=C2)/C=C(/C(=O)NC)\C#N)C)C